(R)-tert-butyl 3-(hydrazinecarbonyl)-6-methyl-6,7-dihydro-2H-pyrazolo[4,3-c]pyridine-5(4H)-carboxylate N(N)C(=O)C=1NN=C2C1CN([C@@H](C2)C)C(=O)OC(C)(C)C